5-Adamantan-1-yl-N-[2-(3,4-dihydroxyphenyl)-ethyl]-2,4-dihydroxy-benzoic acid amide C12(CC3CC(CC(C1)C3)C2)C=2C(=CC(=C(C(=O)NCCC3=CC(=C(C=C3)O)O)C2)O)O